5-(5-(3-aminocyclohexylamino)-6-(trifluoromethyl)pyridazin-3-ylamino)pyrazine-2-carbonitrile NC1CC(CCC1)NC=1C=C(N=NC1C(F)(F)F)NC=1N=CC(=NC1)C#N